N-((6-(4-fluorophenyl)-4-(4-methyl-2H-1,2,3-triazol-2-yl)pyridin-3-yl)methyl)propionamide FC1=CC=C(C=C1)C1=CC(=C(C=N1)CNC(CC)=O)N1N=CC(=N1)C